NC1CCN(CC1)C1=CC=C(C=C1)N(C1=CC=C(OC=2N=C(C3=C(N2)C=NC=C3)O)C=C1)C 2-(4-{[4-(4-amino-piperidin-1-yl)-phenyl]-methyl-amino}-phenoxy)-pyrido[3,4-d]pyrimidin-4-ol